(R)-N'-((3-fluoro-2,6-diisopropylphenyl)carbamoyl)-2-(2-hydroxypropan-2-yl)thiazole-5-sulfonimidamide FC=1C(=C(C(=CC1)C(C)C)NC(=O)N=[S@](=O)(N)C1=CN=C(S1)C(C)(C)O)C(C)C